1-Methyl-2-(6-trifluoromethyl-benzothiazol-2-ylamino)-1H-benzoimidazole-5-carboxylic acid (3-diethylamino-propyl)-amide C(C)N(CCCNC(=O)C1=CC2=C(N(C(=N2)NC=2SC3=C(N2)C=CC(=C3)C(F)(F)F)C)C=C1)CC